2-[(6-methylpyridin-3-yl) oxy]Ethyl acetate C(C)(=O)OCCOC=1C=NC(=CC1)C